2-(2,6-dimethyl-4-(trifluoromethyl)phenyl)-5-(pyrrolidin-1-yl)-1,2,3,6-tetrahydro-7H-[1,2,3]triazolo[4,5-d]pyrimidin-7-one CC1=C(C(=CC(=C1)C(F)(F)F)C)N1NC2=C(N=C(NC2=O)N2CCCC2)N1